9-bromo-6,7-dihydro-1H,3H,5H-[1,3]oxaazino[5,4,3-ij]quinolin-3-one BrC=1C=C2CCCN3C2=C(C1)COC3=O